BrC=1C=C(OC=2C=CC(=NC2)F)C=CC1 5-(3-Bromophenoxy)-2-fluoropyridine